ClC=1C=C(N)C=CC1C1CC(C1)(F)F 3-chloro-4-(3,3-difluorocyclobutyl)aniline